C[Si](C)(C)[N-][Si](C)(C)C bistrimethylsilyl-amide